(6-((3,3-difluorocyclobutyl)amino)-2-(3,5-dimethyl-1H-pyrazol-1-yl)pyrimidin-4-yl)methanol FC1(CC(C1)NC1=CC(=NC(=N1)N1N=C(C=C1C)C)CO)F